beta-aminoazelaic acid NC(CC(=O)O)CCCCCC(=O)O